5-(2'-isopropyl-4-(4-methylpiperazin-1-yl)-[1,1'-biphenyl]-3-yl)-3-(4-(1-methyl-4-(trifluoromethyl)-1H-imidazol-2-yl)phenyl)-1,2,4-oxadiazole C(C)(C)C1=C(C=CC=C1)C1=CC(=C(C=C1)N1CCN(CC1)C)C1=NC(=NO1)C1=CC=C(C=C1)C=1N(C=C(N1)C(F)(F)F)C